NC(C)(C)C1=C2C=C(N=CC2=C(N=C1)OC)NC1=NC(=NC=C1)C(C)(C)C 5-(2-Aminopropan-2-yl)-N-(2-(tert-butyl)pyrimidin-4-yl)-8-methoxy-2,7-naphthyridin-3-amine